1,6-bis(isocyanatomethyl)cyclohexane N(=C=O)CC1CCCCC1CN=C=O